C[Si]1(O[SiH](O[SiH](O[SiH](O1)C=CCCCC)C=CCCCC)C=CCCCC)C=CCCCC methyltetrahexenylcyclotetrasiloxane